N-(5-(2-(1-isopropylpiperidin-4-yl)acetamido)-2-methylpyridin-3-yl)-7-(1-methyl-1H-pyrazol-4-yl)-[1,2,4]triazolo[4,3-a]pyridine-3-carboxamide C(C)(C)N1CCC(CC1)CC(=O)NC=1C=C(C(=NC1)C)NC(=O)C1=NN=C2N1C=CC(=C2)C=2C=NN(C2)C